FC=1C(=CC2=C(CN(CCC2)C2=CC(=C(C(=C2)C)C(C(=O)N)C(C)(C)C)C)C1)OC (4-(8-fluoro-7-methoxy-1,3,4,5-tetrahydro-2H-benzo[c]azepin-2-yl)-2,6-dimethylphenyl)-3,3-dimethylbutanamide